OC1=CC=C(C=C1)C#CC1CC2(CN(C2)C(=O)OC(C)(C)C)C1 tert-butyl 6-[2-(4-hydroxyphenyl)ethynyl]-2-azaspiro[3.3]heptane-2-carboxylate